3-(2-{[(3S)-piperidin-3-yl]amino}-5-(trifluoromethyl)pyrimidin-4-yl)-1H,8H-pyrrolo[2,3-c]azepin-8-one N1C[C@H](CCC1)NC1=NC=C(C(=N1)C1=CNC=2C(N=CC=CC21)=O)C(F)(F)F